2-butoxy-7-(4-(1-(pyrrolidin-1-yl)ethyl)benzyl)-5H-pyrrolo[3,2-d]pyrimidin-4-amine C(CCC)OC=1N=C(C2=C(N1)C(=CN2)CC2=CC=C(C=C2)C(C)N2CCCC2)N